1-(2,5-dichloropyrimidin-4-yl)indoline-3-carboxamide ClC1=NC=C(C(=N1)N1CC(C2=CC=CC=C12)C(=O)N)Cl